O[C@]1(CN(OC1)C(=O)C=1N(C=C2N(C(N(C(C21)=O)C)=O)CC(C)C)CC2=CC=NC=C2)C (S)-5-(4-hydroxy-4-methylisoxazolidine-2-carbonyl)-1-isobutyl-3-methyl-6-(pyridin-4-ylmethyl)-1,6-dihydro-2H-pyrrolo[3,4-d]pyrimidine-2,4(3H)-dione